3-glycidoxypropyl-heptamethylcyclotetrasiloxane C(C1CO1)OCCC[Si]1(O[Si](O[Si](O[Si](O1)(C)C)(C)C)(C)C)C